[Cl-].C(CCCCCCCCCCCCCCCCC)(=O)CN(C)C stearoyl-trimethyl-amine chloride